NC1=C(C(=O)O)C=C(C=C1)OC1=C(C(=CC=C1F)N)F 2-amino-5-(3-amino-2,6-difluoro-phenoxy)benzoic acid